5-chloro-N4-(2-(isopropylsulfonyl)phenyl)-N2-(4-(pyrrolidin-3-yl)pyridin-2-yl)pyridine-2,4-diamine ClC=1C(=CC(=NC1)NC1=NC=CC(=C1)C1CNCC1)NC1=C(C=CC=C1)S(=O)(=O)C(C)C